C(C1=CC=CC=C1)NC1=C2N=CN(C2=NC(=N1)S(=O)(=O)C)CC1=C(C(=CC=C1F)C)F N-benzyl-9-(2,6-difluoro-3-methylbenzyl)-2-(methylsulfonyl)-9H-purin-6-amine